N,2,3-trimethylbutyramid CNC(C(C(C)C)C)=O